4-methylpiperazine-1-sulfonamide CN1CCN(CC1)S(=O)(=O)N